(E)-1-(4-((1-ethyl-3,5-dimethyl-1H-pyrazol-4-yl)diazanyl)phenyl)-4-methylpiperazine C(C)N1N=C(C(=C1C)NNC1=CC=C(C=C1)N1CCN(CC1)C)C